O1CCN(CC1)C1=NC(=NC=C1)NC1=NC=NC2=CC(=C(C=C12)N)OC N-(4-morpholinopyrimidin-2-yl)-7-methoxyquinazolin-4,6-diamine